ClC1=C(C=CC(=C1)F)C1=CC=NC2=CC(=CC=C12)O[C@@H](C(=O)N1C[C@H](CCC1)C=1N=NNN1)C (2R)-2-[[4-(2-chloro-4-fluoro-phenyl)-7-quinolyl]oxy]-1-[(3S)-3-(2H-tetrazol-5-yl)-1-piperidyl]propan-1-one